C(C)(C)(C)OC(=O)N1CC([C@@H](CC1)CN1C(C=C(C=C1)C1=CC=CC=C1)=O)(C)C (R)-3,3-dimethyl-4-((2-oxo-4-phenylpyridin-1(2H)-yl)methyl)piperidine-1-carboxylic acid tert-butyl ester